6-(4-chlorophenyl)-2-(1-methyl-1H-pyrazol-4-yl)-3-oxo-2,3-dihydropyridazine-4-carboxylic acid ClC1=CC=C(C=C1)C=1C=C(C(N(N1)C=1C=NN(C1)C)=O)C(=O)O